bis(2-ethylhexyl) α,β-dimethyldodecanedioate CC(C(=O)OCC(CCCC)CC)C(CCCCCCCCC(=O)OCC(CCCC)CC)C